S(N)(OC1=C(C=CC2=C1C[C@H]1CCCN([C@@H]1C2)CCC)O)(=O)=O (4aR,10aR)-7-hydroxy-1-propyl-1,2,3,4,4a,5,10,10a-octahydrobenzo[g]quinolin-6-yl sulfamate